N-(4-amino-1H-pyrazolo[4,3-c]pyridin-7-yl)-2-oxo-2-[(2R,5S)-2-(3-chlorophenyl)-5-methyl-1-piperidyl]acetamide NC1=NC=C(C2=C1C=NN2)NC(C(N2[C@H](CC[C@@H](C2)C)C2=CC(=CC=C2)Cl)=O)=O